COCCN1N=C(C=C1)C 1-(2-methoxy-ethyl)-3-methyl-1H-pyrazol